C(C=C)CCCCCC(C(=O)O)O.CC(CCOCC(=O)OCC=C)C prop-2-enyl 2-(3-methylbutoxy)acetate (Allyl Amyl Glycolate)